C1(CC2C(CC1)O2)CC[Si](OCC)(OCC)C 2-(3,4-epoxycyclohexyl)ethyl-methyldiethoxysilane